(2-propenyl)-L-cysteine C(C=C)N[C@@H](CS)C(=O)O